(6-(3-chloro-1H-pyrrolo[2,3-b]pyridin-5-yl)-8-((R)-morpholin-3-yl)-3,4-dihydroisoquinolin-2(1H)-yl)((2R,6R)-2,6-Dimethylmorpholino)methanone ClC1=CNC2=NC=C(C=C21)C=2C=C1CCN(CC1=C(C2)[C@H]2NCCOC2)C(=O)N2C[C@H](O[C@@H](C2)C)C